iodine sodium hydroxide [OH-].[Na+].[I+].[OH-]